OC=1C=C2CCNCC2=CC1O 6,7-dihydroxy-1,2,3,4-tetrahydroisoquinoline